C(CC)OC1=CC=C(C=C1)CCCCO 4-(4-n-propoxyphenyl)butan-1-ol